C(#N)C12CCC(CC1)(CC2)NC(C(C)(C)N2N=CC(=C2)C#CC2CN(C2)C=2C=C1C(N(C(C1=CC2)=O)C2C(NC(CC2)=O)=O)=O)=O N-(4-cyanobicyclo[2.2.2]oct-1-yl)-2-(4-((1-(2-(2,6-dioxopiperidin-3-yl)-1,3-dioxoisoindoline-5-yl)azetidin-3-yl)ethynyl)-1H-pyrazol-1-yl)-2-methylpropionamide